ClCCCC(C(C(=O)OC(C)(C)C)O)=C=O tert-butyl 6-chloro-(5S)-hydroxy-3-carbonylhexanoate